3-chloro-2-(trifluoromethyl)aniline ClC=1C(=C(N)C=CC1)C(F)(F)F